tricarboxytriphenylamine C1=CC=C(C=C1)N(C2=CC=CC=C2)C3=C(C(=C(C=C3)C(=O)O)C(=O)O)C(=O)O